COC1(COC1)C#CC1=CC2=C(OC[C@@H](C(N2C)=O)NC(C2=NC=CC(=C2)OC2=CC=CC=C2)=O)C=C1 (S)-N-(7-((3-methoxyoxetan-3-yl)ethynyl)-5-methyl-4-oxo-2,3,4,5-tetrahydrobenzo[b][1,4]oxazepin-3-yl)-4-phenoxypicolinamide